CC(C)(C)[S@@](=O)N=C1C2(CC3=CC=CC=C13)CCC(CC2)C2=CN=C1C(=N2)NN=C1N1CCCC2=NC=CC=C12 (R)-2-methyl-N-[(1S,4S)-4-[3-(1,2,3,4-tetrahydro-1,5-naphthyridin-1-yl)-1H-pyrazolo[3,4-b]pyrazin-6-yl]-1',3'-dihydrospiro[cyclohexane-1,2'-inden]-3'-ylidene]propane-2-sulfinamide